N-octyl-N'-decylurea C(CCCCCCC)NC(=O)NCCCCCCCCCC